2-chloro-7-methyl-N-phenyl-7H-pyrrolo[2,3-d]Pyrimidine-4-amine ClC=1N=C(C2=C(N1)N(C=C2)C)NC2=CC=CC=C2